ClC=1C(=NC=C(C1)C(F)(F)F)CN1N=C2N([C@H](C[C@H](C2)C(F)(F)F)C(=O)O)C1=O |r| (5RS,7RS)-2-{[3-Chloro-5-(trifluoromethyl)pyridin-2-yl]methyl}-3-oxo-7-(trifluoromethyl)-2,3,5,6,7,8-hexahydro[1,2,4]triazolo[4,3-a]pyridine-5-carboxylic acid